6-(4-hydroxy-1-imino-1-oxo-thian-4-yl)-8-methyl-pyrido[2,3-d]Pyrimidin-7-one OC1(CCS(CC1)(=O)=N)C1=CC2=C(N=CN=C2)N(C1=O)C